C(C)(C)(C)CN(C(=O)OCC[C@H](C)NC1=C2C(=NC(=C1)N)C=C(S2)C2=CC=NN2)CCOCCO (S)-3-((5-amino-2-(1H-pyrazol-5-yl)thieno[3,2-b]pyridin-7-yl)amino)butanol tert-butyl-N-[2-(2-hydroxyethoxy)ethyl]-N-methyl-carbamate